COC(C=1C=C(N(C1)S(=O)(=O)C=1C=NC=CC1)C1=C(C=CC=C1)F)OC 3-((4-(dimethoxymethyl)-2-(2-fluorophenyl)-1H-pyrrol-1-yl)sulfonyl)-pyridine